diazonitrophenol C1=CC(=[N+]=[N-])C(C(=C1)O)[N+](=O)[O-]